COC(=O)C12C3C4C5(C(C14)C2C53)C(=O)O 4-methoxycarbonylcubane-1-carboxylic acid